methyl 2-(6-bromo-1-(7-((3-bromopyridin-2-yl)oxy)heptyl)-1H-pyrrolo[2,3-b]pyridin-2-yl)-7-methoxy-1-methyl-1H-benzo[d]imidazole-5-carboxylate BrC1=CC=C2C(=N1)N(C(=C2)C2=NC1=C(N2C)C(=CC(=C1)C(=O)OC)OC)CCCCCCCOC1=NC=CC=C1Br